5-((6-ethyl-2-trifluoromethyl-3,4-dihydroquinolin-1(2H)-yl)sulfonyl)-2-((tetrahydro-2H-pyran-4-yl)methoxy)benzyl alcohol C(C)C=1C=C2CCC(N(C2=CC1)S(=O)(=O)C=1C=CC(=C(CO)C1)OCC1CCOCC1)C(F)(F)F